[Ca].[Ca].FC1=C(C(=C(C(=C1B(OC(C)C)C1=CC(=CC(=C1)C(F)(F)F)C(F)(F)F)F)F)F)F (pentafluorophenyl)(3,5-bis(trifluoromethyl)phenyl)isopropoxyborane Calcium-Calcium